C(C)(C)(C)OC(=O)N1[C@H]2CN(C[C@@H]1C2)C2=CC(=C(C=C2)C)C(=O)OCC2=CC=CC=C2 (1S,5R)-3-(3-benzyloxycarbonyl-4-methyl-phenyl)-3,6-diazabicyclo[3.1.1]heptane-6-carboxylic acid tert-butyl ester